OC(CCCCCC1C=CC(O1)=O)(CC)C 5-(6-hydroxy-6-methyloctyl)furan-2(5H)-one